C(C)(C)C=1C=C(C=CC1OC1=C2C(=NC=C1)NC=C2)N2C(N(CC2=O)C2=CC(=CC=C2)OC(F)(F)F)=O 3-[3-isopropyl-4-(1H-pyrrolo[2,3-b]pyridin-4-yloxy)phenyl]-1-[3-(trifluoromethoxy)phenyl]-2,4-imidazolidinedione